IC1=C(C=C(OC2=CC=C(C#N)C=C2)C=C1)C1OCCO1 4-(4-iodo-3-(1,3-dioxolan-2-yl)phenoxy)benzonitrile